CN1C(COC2=C1C=CC(=C2)C(=O)OC)=O methyl 4-methyl-3-oxo-2H-1,4-benzoxazine-7-carboxylate